CC(C(=O)OC(C)OC(=O)C=1C(=C(C=C(C1)O)CS(=O)(=O)CC=1C(=C(C(=O)O)C=C(C1)O)O)O)(C)C 3-[[3-[1-(2,2-Dimethylpropanoyloxy)ethoxycarbonyl]-2,5-dihydroxy-phenyl]methylsulfonyl-methyl]-2,5-dihydroxy-benzoic acid